C(=O)O.C(C)(C)(C)OC(=O)C1=C(N=C(S1)N(C(=O)C1CC(C1)NC1=NC=NC2=CC=C(C=C12)C1=NOC(=N1)C)C)C 4-methyl-2-((1s,3s)-N-methyl-3-((6-(5-methyl-1,2,4-oxadiazol-3-yl)quinazolin-4-yl)amino)cyclobutane-1-carboxamido)thiazole-5-carboxylic acid tert-butyl ester formate salt